3-((1-oxo-6-(phenylsulfonyl)phthalazin-2(1H)-yl)methyl)benzoic acid O=C1N(N=CC2=CC(=CC=C12)S(=O)(=O)C1=CC=CC=C1)CC=1C=C(C(=O)O)C=CC1